1,2-dichloro-hexafluoro-3-butene ClC(C(C(=C(F)F)F)(Cl)F)(F)F